1,1,4,4-tetramethyl-6-(4,4,5,5-tetramethyl-1,3,2-dioxaborolan-2-yl)-1,2,3,4-tetrahydrobenzo[b][1,4]disiline C[Si]1(C2=C([Si](CC1)(C)C)C=C(C=C2)B2OC(C(O2)(C)C)(C)C)C